tributyl-tridecylphosphonium C(CCC)[P+](CCCCCCCCCCCCC)(CCCC)CCCC